C1(=CC=C(C=C1)COC1CS(C=C1)(=O)=O)C1=CC=CC=C1 3-([1,1'-biphenyl]-4-ylmethoxy)-2,3-dihydrothiophene 1,1-dioxide